CC1=C(N=CN1C(C1=CC=CC=C1)(C1=CC=CC=C1)C1=CC=CC=C1)C(=C)C1=CC=C(C=N1)NC(OC(C)(C)C)=O tert-Butyl (6-(1-(5-methyl-1-trityl-1H-imidazol-4-yl)vinyl)pyridin-3-yl)carbamate